4-[3-fluoro-5-methoxy-4-(4-piperidylidenemethyl)phenyl]-1-[(4-methoxyphenyl)methyl]-6-methyl-pyrazolo[3,4-c]pyridin-7-one FC=1C=C(C=C(C1C=C1CCNCC1)OC)C=1C2=C(C(N(C1)C)=O)N(N=C2)CC2=CC=C(C=C2)OC